methyl trans-1-benzyl-4-methoxypyrrolidine-3-carboxylate C(C1=CC=CC=C1)N1C[C@H]([C@@H](C1)OC)C(=O)OC